1,2-bis-dimethylphosphinoethane CP(CCP(C)C)C